3-((1,3-dioxan-5-yl)methyl)-5-chloro-4-methylaniline O1COCC(C1)CC=1C=C(N)C=C(C1C)Cl